2-(3,8-diazabicyclo[3.2.1]octan-3-yl)-7-(thiazol-2-yl)-5-(2,2,2-trifluoro-1-(2,2,2-trifluoroethoxy)ethyl)benzo[d]oxazole C12CN(CC(CC1)N2)C=2OC1=C(N2)C=C(C=C1C=1SC=CN1)C(C(F)(F)F)OCC(F)(F)F